cis-8-dimethylamino-3-[2-(3,5-dimethyl-isoxazol-4-yl)-pyrimidin-5-yl]-8-phenyl-1,3-diazaspiro[4.5]decan-2-one CN(C1(CCC2(CN(C(N2)=O)C=2C=NC(=NC2)C=2C(=NOC2C)C)CC1)C1=CC=CC=C1)C